N-(2,4-difluorophenyl)-2-(((4-oxo-3,4-dihydrothieno[3,2-d]pyrimidin-2-yl)methyl)(propyl)amino)acetamide FC1=C(C=CC(=C1)F)NC(CN(CCC)CC=1NC(C2=C(N1)C=CS2)=O)=O